6-isopropylamino-1-hexanol C(C)(C)NCCCCCCO